4-chloro-2-[4-[4-(difluoromethyl)phenoxy]phenyl]-5-[[(3R)-tetrahydropyran-3-yl]methylamino]pyridazin-3-one ClC=1C(N(N=CC1NC[C@@H]1COCCC1)C1=CC=C(C=C1)OC1=CC=C(C=C1)C(F)F)=O